6-bromo-N-[(2-methyl-3-pyridyl)methyl]pyridine-3-carboxamide BrC1=CC=C(C=N1)C(=O)NCC=1C(=NC=CC1)C